(Z)-5-((2-(4-(t-butyl)phenyl)pyridin-4-yl)methylene)-3-methylthiazolidin-2,4-dione C(C)(C)(C)C1=CC=C(C=C1)C1=NC=CC(=C1)\C=C/1\C(N(C(S1)=O)C)=O